FC1(CCN(CC1)C=1N=NC(=C2C1SC=C2)NC2C[C@@H]1[C@@H](CN(C1)CC1CCOCC1)C2)F 7-(4,4-difluoropiperidin-1-yl)-N-((3aR,5s,6aS)-2-((tetrahydro-2H-pyran-4-yl)methyl)octahydrocyclopenta[c]pyrrol-5-yl)thieno[2,3-d]pyridazin-4-amine